C(C)(C)[Hf](C1=CC=CC=2C3=CC=CC=C3CC12)C1C=CC=C1 isopropyl-(cyclopentadienyl)(fluorenyl)hafnium